C(C1=CC=CC=C1)(=O)OC1C(OC(C1OC(C1=CC=CC=C1)=O)N1C=C(C2=C1N=CN=C2Cl)Br)COC(C2=CC=CC=C2)=O 2-((benzoyloxy)methyl)-5-(5-bromo-4-chloro-7H-pyrrolo[2,3-d]pyrimidin-7-yl)tetrahydrofuran-3,4-diyl dibenzoate